C(C)(C)(C)OC(=O)NCCNC(CCCCCCCCCCC(=O)[O-])=O 12-(2-(tert-butoxycarbonylamino) ethylamino)-12-oxododecanoate